C(C1=CC=CC=C1)OC=1C=C2C=CC(=CC2=C(C1N1S(NC(C1)=O)(=O)=O)F)C(C(=O)N)C(C)(C)O (6-(benzyloxy)-7-(1,1-dioxo-4-oxo-1,2,5-thiadiazolidin-2-yl)-8-fluoronaphthalen-2-yl)-3-hydroxy-3-methylbutanamide